O1N=CC2=C1C=1C(=NN3C1CN(CC3)C(=O)OC(C)(C)C)CCC2 tert-butyl 5,6,9,10-tetrahydro-4H-isoxazolo[5'',4'':3',4']-cyclohepta[1',2':3,4]pyrazolo[1,5-a]pyrazine-11(12H)-carboxylate